4-(2-bromobenzoyl)piperidine-1,4-dicarboxylic acid 1-tert-butyl ester 4-ethyl ester C(C)OC(=O)C1(CCN(CC1)C(=O)OC(C)(C)C)C(C1=C(C=CC=C1)Br)=O